C1(NCC2=CC=CC=C12)C(=O)N[C@H](C(=O)OC)C[C@H]1C(NCC1)=O methyl (2S)-2-(isoindoline-1-carbonylamino)-3-[(3S)-2-oxopyrrolidin-3-yl]propanoate